2-phenyl-3-(4-carboxyphenyl)-5-methyltetrazole C1(=CC=CC=C1)N1NC(=NN1C1=CC=C(C=C1)C(=O)O)C